8-acetyl-3-dodecyl-7,7,9,9-tetramethyl-1,3,8-triazaspiro{4.5}decane-2,4-dione C(C)(=O)N1C(CC2(C(N(C(N2)=O)CCCCCCCCCCCC)=O)CC1(C)C)(C)C